N1(NNN(CCCC(CCC(CCC1)CC(=O)O)CC(=O)O)CC(=O)O)CC(=O)O tetraazacyclotetradecane-1,4,8,11-tetraacetic acid